N-docosahexaenoyl-glutamine C(C=CC=CC=CC=CC=CC=CCCCCCCCCC)(=O)N[C@@H](CCC(N)=O)C(=O)O